N-(2-ethoxy-4-(4-methyl-4H-1,2,4-triazol-3-yl)phenyl)-8-(4-methoxy-4-methylpiperidin-1-yl)-6-methylpyrido[3,4-d]pyrimidin-2-amine C(C)OC1=C(C=CC(=C1)C1=NN=CN1C)NC=1N=CC2=C(N1)C(=NC(=C2)C)N2CCC(CC2)(C)OC